N1=C(C=CC=C1)C(C)NC(=O)[C@@H]1CN(CC[C@H]1NC(=O)C1=NOC(=C1)C1=C(C=C(C=C1)F)F)C(C(C)O)C (3R,4R)-4-{[5-(2,4-difluoro-phenyl)-isoxazole-3-carbonyl]-amino}-1-(2-hydroxy-1-methyl-propyl)-piperidine-3-carboxylic acid (1-pyridin-2-yl-ethyl)-amide